C(C)(C)(C)OC(=O)N1[C@@H](CN(CC1)C1=NC=C(C=N1)C(F)(F)F)COC (S)-2-(methoxymethyl)-4-(5-(trifluoromethyl)pyrimidin-2-yl)piperazine-1-carboxylic acid tert-butyl ester